4-[(2S,5R)-2,5-Dimethyl-4-prop-2-enoyl-piperazin-1-yl]-6-fluoro-7-[2-fluoro-6-(prop-2-ynylamino)phenyl]-1-(2-isopropyl-4-methyl-3-pyridyl)pyrido[2,3-d]pyrimidin-2-one C[C@@H]1N(C[C@H](N(C1)C(C=C)=O)C)C=1C2=C(N(C(N1)=O)C=1C(=NC=CC1C)C(C)C)N=C(C(=C2)F)C2=C(C=CC=C2NCC#C)F